di-tert-butyl ((3S,5S)-3-hydroxy-6-(((S)-1-(methoxy(methyl)amino)-3-methyl-1-oxobutan-2-yl)amino)-6-oxohexane-1,5-diyl)dicarbamate O[C@@H](CCNC(OC(C)(C)C)=O)C[C@@H](C(=O)N[C@H](C(=O)N(C)OC)C(C)C)NC(OC(C)(C)C)=O